(3S,5R)-5-ethyl-1-(6-p-toluenesulfonyl-imidazo[4,5-d]pyrrolo[2,3-b]pyridine-1(6H)-yl)pyrrole C(C)C1=CC=CN1N1C=NC=2C1=C1C(=NC2)N(C=C1)S(=O)(=O)C1=CC=C(C)C=C1